tert-butyl (S)-4-((3-((3-amino-3-oxopropyl) amino)-6-fluorobenzo[d]isoxazol-5-yl) methyl)-2-methylpiperazine-1-carboxylate NC(CCNC1=NOC2=C1C=C(C(=C2)F)CN2C[C@@H](N(CC2)C(=O)OC(C)(C)C)C)=O